methyl (R)-4-(3-((4-(trifluoromethyl)phenyl)amino)pyrazin-2-yl)piperazine-2-carboxylate FC(C1=CC=C(C=C1)NC=1C(=NC=CN1)N1C[C@@H](NCC1)C(=O)OC)(F)F